(R)-3-(pyridin-2-yl)-N-(6-(trifluoromethyl)chroman-3-yl)-6,7-dihydro-4H-pyrazolo[5,1-c][1,4]oxazine-2-carboxamide N1=C(C=CC=C1)C=1C(=NN2C1COCC2)C(=O)N[C@H]2COC1=CC=C(C=C1C2)C(F)(F)F